2-(4-cyclopropyl-6-methoxypyrimidin-5-yl)-8-(furan-3-yl)-9-(4-(1-isopropyl-4-(trifluoromethyl)-1H-imidazol-2-yl)benzyl)-9H-purine C1(CC1)C1=NC=NC(=C1C1=NC=C2N=C(N(C2=N1)CC1=CC=C(C=C1)C=1N(C=C(N1)C(F)(F)F)C(C)C)C1=COC=C1)OC